OC1OC=2CC(CC(C2C(C1)C)=O)C 2-hydroxy-4,7-dimethyl-2,3,4,6,7,8-hexahydro-5H-chromen-5-one